NC1=C(C=C(C=C1)C)O 2-amino-5-methylphenol